Cl.COC1=C(C(=CC=C1)OC)C=1CCCC2=C(C1C1=CC=C(C=C1)CC1CN(C1)CCCF)C=CC(=C2)C(=O)O 8-(2,6-dimethoxyphenyl)-9-(4-((1-(3-fluoropropyl)azetidin-3-yl)methyl)phenyl)-6,7-dihydro-5H-benzo[7]annulene-3-carboxylic acid, hydrochloride